(2S)-2-[[(2S)-2-(9H-fluoren-9-ylmethoxycarbonylamino)-3-methyl-butanoyl]amino]-5-ureido-pentanoic acid C1=CC=CC=2C3=CC=CC=C3C(C12)COC(=O)N[C@H](C(=O)N[C@H](C(=O)O)CCCNC(=O)N)C(C)C